C(C)(C)(C)NC1=CC(=C2C(=N1)C=C(S2)C2=CC=NN2)N[C@@H](COC)C (R)-N5-tert-butyl-N7-(1-methoxypropan-2-yl)-2-(1H-pyrazol-5-yl)thieno[3,2-b]Pyridine-5,7-diamine